FC1=C(C(=CC=C1)C(F)(F)F)CCC1CN(C1)C(=O)OC(C)(C)C tert-Butyl 3-[2-[2-fluoro-6-(trifluoromethyl)phenyl]ethyl]azetidine-1-carboxylate